1-benzyl-6-methoxy-3-phenyl-1H-2,1-benzothiazin-4(3H)-one 2,2-dioxide C(C1=CC=CC=C1)N1S(C(C(C2=C1C=CC(=C2)OC)=O)C2=CC=CC=C2)(=O)=O